3',6'-dimorpholinospiro[isoindoline-1,9'-xanthen]-3-one O1CCN(CC1)C=1C=CC=2C3(C4=CC=C(C=C4OC2C1)N1CCOCC1)NC(C1=CC=CC=C13)=O